NC1=C(C(=NN1C(C(F)F)C)C1=CC=C(C=C1)CNC(C1=C(C=CC(=C1)F)OC)=O)C#N N-[[4-[5-amino-4-cyano-1-(2,2-difluoro-1-methyl-ethyl)pyrazol-3-yl]phenyl]methyl]-5-fluoro-2-methoxy-benzamide